(1-(3-Cyanonaphthalen-1-yl)cyclopropyl)-2-methyl-5-((1-methylazetidin-2-yl)methoxy)benzamide C(#N)C=1C=C(C2=CC=CC=C2C1)C1(CC1)C=1C(=C(C(=O)N)C=C(C1)OCC1N(CC1)C)C